[2-[6-[(2R,6S)-2,6-dimethylmorpholin-4-yl]-2-pyridyl]pyrido[3,4-b]pyrazin-7-yl]methyl acetate C(C)(=O)OCC1=CC=2C(=NC=C(N2)C2=NC(=CC=C2)N2C[C@H](O[C@H](C2)C)C)C=N1